(2-ethyl-6-methylbenzofuran-3-yl)(4-hydroxy-3,5-diiodophenyl)methanone samarium-iron-cobalt [Co].[Fe].[Sm].C(C)C=1OC2=C(C1C(=O)C1=CC(=C(C(=C1)I)O)I)C=CC(=C2)C